1,1,2,2,2-pentaFluoroethyl 1,1,1-trifluoroethyl ether FC(COC(C(F)(F)F)(F)F)(F)F